COCCN1CCC(CC1)C1=CC=C(C=C1)NC(=O)C=1C(NC=CC1NC1=C(C2=C(OCCN2)N=C1)C)=O N-(4-(1-(2-methoxyethyl)piperidin-4-yl)phenyl)-4-((8-methyl-2,3-dihydro-1H-pyrido[2,3-b][1,4]oxazin-7-yl)amino)-2-oxo-1,2-dihydropyridine-3-carboxamide